(E)-methyl 2-((3,5-bis(trifluoromethyl) benzylidene) amino)-3-bromo-2-cyclohexylpropionate FC(C=1C=C(\C=N\C(C(=O)OC)(CBr)C2CCCCC2)C=C(C1)C(F)(F)F)(F)F